N1=C(C=CC=C1)[N-]C(C(C)(C)C)=O N-(pyridine-2-yl)pivaloyl-amide